(methyl)carboxylate CC(=O)[O-]